6-(dimethylamino)-3,3-bis[4-(dimethylamino)phenyl]-1(3H)-isobenzofuranone CN(C1=CC=C2C(OC(C2=C1)=O)(C1=CC=C(C=C1)N(C)C)C1=CC=C(C=C1)N(C)C)C